C(=O)(OC(C)(C)C)N[C@@H](C(C)(C)C)C(=O)[C@@]1(N(CCC1)C1C(C1C)C)C(=O)O N-Boctert-leucinyl-(dimethyl-cyclopropyl)proline